2-[(6-{[({3-fluorobicyclo[1.1.1]pentan-1-yl}methyl)amino]methyl}imidazo[1,2-a]pyridin-2-yl)methyl]-5-(2-fluorophenyl)-1,2-dihydro-2,7-naphthyridin-1-one FC12CC(C1)(C2)CNCC=2C=CC=1N(C2)C=C(N1)CN1C(C2=CN=CC(=C2C=C1)C1=C(C=CC=C1)F)=O